(2,4-dichlorobenzyl)furan-2-carboxylic acid methyl ester COC(=O)C=1OC=CC1CC1=C(C=C(C=C1)Cl)Cl